C(C)(=O)NC(C(=O)OCC)(C(=O)OCC)CC1=C(C=CC=C1)CN diethyl 2-acetamido-2-(2-(aminomethyl)benzyl)malonate